2-amino-2-phenyl-1-propanol NC(CO)(C)C1=CC=CC=C1